O.[Zn] Zinc-hydrate